tert-butyl 3-[7-bromo-2-chloro-8-fluoro-6-(trifluoromethyl) quinazolin-4-yl]oxyazetidine-1-carboxylate BrC1=C(C=C2C(=NC(=NC2=C1F)Cl)OC1CN(C1)C(=O)OC(C)(C)C)C(F)(F)F